4-(3-(6-nitropyridin-3-yl)-3,8-diazabicyclo[3.2.1]octan-8-yl)benzaldehyde [N+](=O)([O-])C1=CC=C(C=N1)N1CC2CCC(C1)N2C2=CC=C(C=O)C=C2